2-(2-(pyridin-2-yl)bicyclo[2.2.2]oct-2-yl)ethylamine N1=C(C=CC=C1)C1(C2CCC(C1)CC2)CCN